COC=1C=C(CNC(CCC\C=C/CCCCCCCCCCCCCC)=O)C=CC1 (Z)-N-(3-methoxybenzyl)eicos-5-enamide